4-[4-(4-fluoro-phenyl)-5-methylsulfanyl-pyrimidin-2-ylamino]-N-[2-methyl-5-(4-methyl-piperazin-1-ylmethyl)-phenyl]-benzamide FC1=CC=C(C=C1)C1=NC(=NC=C1SC)NC1=CC=C(C(=O)NC2=C(C=CC(=C2)CN2CCN(CC2)C)C)C=C1